N-(2-carbamoyl-4-iodo-6-methyl-phenyl)-2-(3-chloro-2-pyridinyl)-5-methoxy-pyrazole-3-carboxamide C(N)(=O)C1=C(C(=CC(=C1)I)C)NC(=O)C=1N(N=C(C1)OC)C1=NC=CC=C1Cl